(2S,4R)-N-(2-(2,2-diethoxyethoxy)-4-(4-methylthiazol-5-yl)benzyl)-4-hydroxy-1-(3-methyl-2-(3-methylisoxazol-5-yl)butanoyl)pyrrolidine-2-carboxamide C(C)OC(COC1=C(CNC(=O)[C@H]2N(C[C@@H](C2)O)C(C(C(C)C)C2=CC(=NO2)C)=O)C=CC(=C1)C1=C(N=CS1)C)OCC